FC1(CCC(C(C1)(C(=O)OC)C)=O)F methyl 5,5-difluoro-1-methyl-2-oxocyclohexane-1-carboxylate